C(C)(C)(C)OC1=NC(=CC(=C1)C1=C2C(=NC=C1)NC=C2)N2C(CCC2)C2=CC=CC=C2 4-[2-tert-butoxy-6-(2-phenylpyrrolidin-1-yl)-4-pyridinyl]-1H-pyrrolo[2,3-b]pyridine